2-(4-bromophenyl)-6,7,8,9-tetrahydro-4H-furo[2,3-D]pyrido[1,2-a]pyrimidine-4-thione BrC1=CC=C(C=C1)C1=CC2=C(N=C3N(C2=S)CCCC3)O1